2-(6-{5-chloro-2-[(oxacyclohex-4-yl)amino]pyrimidin-4-yl}-1-oxo-2,3-dihydro-1H-isoindol-2-yl)-N-[1-(4,5-dimethyl-1,3-thiazol-2-yl)ethyl]acetamide ClC=1C(=NC(=NC1)NC1CCOCC1)C1=CC=C2CN(C(C2=C1)=O)CC(=O)NC(C)C=1SC(=C(N1)C)C